4-(naphthalen-2-yl)-1,2,5-thiadiazol-3-ol C1=C(C=CC2=CC=CC=C12)C=1C(=NSN1)O